FC=1C=CC(=NC1)NC1=CC2=C(C=N1)C(NN2C=2C=CC1=CN(N=C1C2)C)=O 6-((5-fluoropyridin-2-yl)amino)-1-(2-methyl-2H-indazol-6-yl)-1,2-dihydro-3H-pyrazolo[4,3-c]pyridin-3-one